4,4-dimethoxy-2,2'-bipyridine COC1(CC(=NC=C1)C1=NC=CC=C1)OC